8-fluoro-2-[(3R)-spiro[4.4]nonan-3-yl]-3,4-dihydro-1H-isoquinoline-6-carbohydroxamic acid FC=1C=C(C=C2CCN(CC12)[C@@H]1CCC2(C1)CCCC2)C(=O)NO